N-(3-Fluoro-4-(((3-methoxybenzyl)oxy)methyl)phenyl)-3-(5-methyl-6-(methylsulfonamido)-pyrazin-2-yl)benzamide FC=1C=C(C=CC1COCC1=CC(=CC=C1)OC)NC(C1=CC(=CC=C1)C1=NC(=C(N=C1)C)NS(=O)(=O)C)=O